[Na+].P(=O)([O-])([O-])OC[C@@H]1[C@H]([C@H]([C@@H](O1)N1C=NC=2C(N)=NC=NC12)O)O.[Na+] adenosine 5'-monophosphate sodium salt